(trans-4-aminocyclohexyl)-5-(benzyloxy)-2-methylbenzofuran-3-carboxamide N[C@@H]1CC[C@H](CC1)C1=C(C=CC2=C1C(=C(O2)C)C(=O)N)OCC2=CC=CC=C2